ClC=1C=CC(=C(C1)C1=CC(=C(N=N1)C)NC1=CC(=NC=C1)NC(=O)N1CCN(CC1)C)F N-(4-{[6-(5-chloro-2-fluorophenyl)-3-methylpyridazin-4-yl]amino}pyridin-2-yl)-4-methylpiperazine-1-carboxamide